N12CC(C(CC1)CC2)N(C(O)=O)[C@H]2CCCC1=CC(=CC=C21)C2=CC(=CC=C2)C(C)(C)C.BrC2=C(C=C(CN1CC(C1)N1CCOCC1)C=C2)F 4-(1-(4-bromo-3-fluorobenzyl)azetidin-3-yl)morpholine (S)-quinuclidin-3-yl(6-(3-(tert-butyl)phenyl)-1,2,3,4-tetrahydronaphthalen-1-yl)carbamate